C(C)(C)(C)OC(=O)N1CCC(=CC1)C1=NC(=CC=C1)F 6-fluoro-3',6'-dihydro-[2,4'-bipyridine]-1'(2'h)-carboxylic acid tert-butyl ester